tri(4-methoxyphenyl)phosphonium tetrafluoroborate F[B-](F)(F)F.COC1=CC=C(C=C1)[PH+](C1=CC=C(C=C1)OC)C1=CC=C(C=C1)OC